N-[2-(3-chloro-2-pyridyl)-2-(1-methylpyrazol-4-yl)propyl]-5-(2,4-difluorophenyl)-1,3,4-thiadiazole-2-carboxamide ClC=1C(=NC=CC1)C(CNC(=O)C=1SC(=NN1)C1=C(C=C(C=C1)F)F)(C)C=1C=NN(C1)C